3-acetamido-2,3-dideoxy-mannuronate C(C)(=O)N[C@H](CC=O)[C@H](O)[C@H](O)C(=O)[O-]